C(C)(C)(C)OC(C(CCOC1=CC(=CC(=C1)OC)N)C)=O.N1C=CC2=CC=CC(=C12)C1N(CC2=CC=CC=C12)C(=O)N (1H-indol-7-yl)isoindoline-2-carboxamide tert-butyl-4-(3-amino-5-methoxyphenoxy)-2-methylbutanoate